N1N=CC(=C1)N1C[C@@H](CCC1)C1=NN2C(=NC=3C=C(C(=CC3C2=N1)F)OC)NCC1=C(C=C(C=C1)OC)OC (R)-2-(1-(1H-pyrazol-4-yl)piperidin-3-yl)-N-(2,4-dimethoxybenzyl)-9-fluoro-8-methoxy-[1,2,4]triazolo[1,5-c]quinazolin-5-amine